2,5-dimethylcyclohexanone CC1C(CC(CC1)C)=O